2-chloro-N1-(3-chloro-5-fluorophenyl)-N1,5-dimethylbenzene-1,3-diamine ClC1=C(C=C(C=C1N)C)N(C)C1=CC(=CC(=C1)F)Cl